(S)-6-((4-((2-hydroxy-1-phenylethyl)amino)-5-(5-methyl-1,3,4-oxadiazol-2-yl)pyridin-2-yl)amino)-1-isopropyl-2-propyl-1,2-dihydro-3H-pyrazolo[3,4-b]pyridin-3-one OC[C@H](C1=CC=CC=C1)NC1=CC(=NC=C1C=1OC(=NN1)C)NC1=CC=C2C(=N1)N(N(C2=O)CCC)C(C)C